C(C)N(CCNC(O[C@H]1[C@H](NC[C@@H]1O)CC1=CC=C(C=C1)OC)=O)CC (2R,3S,4S)-4-hydroxy-2-[(4-methoxyphenyl)methyl]pyrrolidin-3-yl N-[2-(diethylamino)ethyl]carbamate